C[C@@H]1CCN(CCC1)C1CCNCC1 4-((4S)-4-methylazepan-1-yl)piperidin